COC(C1=C(C=C(C=C1)C1=NC(=CN=C1)C=1SC=C(C1)Br)OC)=O 2-methoxy-4-(6-(4-bromothiophen-2-yl)pyrazin-2-yl)benzoic acid methyl ester